3-(3-bromo-5-chlorophenyl)-3-methylmorpholine BrC=1C=C(C=C(C1)Cl)C1(NCCOC1)C